C(C)OC(C1=NC=CC(=C1)NC(=O)C1C(=NN(C1=O)C1=CC=CC=C1)C)=O 4-(3-methyl-5-oxo-1-phenyl-4,5-dihydro-1H-pyrazole-4-carboxamido)picolinic acid ethyl ester